N[C@H](C(=O)NC1=NC=CC(=C1)C(C)NC(CCC(F)(F)F)=O)C1CCC(CC1)(F)F N-(1-(2-((S)-2-amino-2-(4,4-difluorocyclohexyl)acetamido)pyridin-4-yl)ethyl)-4,4,4-trifluorobutanamide